FC1=CC(=C2C=NNC2=C1N1CC(NS1(=O)=O)=O)CNC1=NC=C(C=C1)OC 5-(6-fluoro-4-(((5-methoxypyridin-2-yl)amino)methyl)-1H-indazol-7-yl)-1,2,5-thiadiazolidin-3-one 1,1-dioxide